FC1(CCC(CC1)N(C(=O)[C@H]1N(CCC1)S(=O)(=O)C1=CC=C(C)C=C1)CC1=CC(=CC=C1)C1(COC1)F)F (S)-1-(toluene-4-sulfonyl)-pyrrolidine-2-carboxylic acid (4,4-difluoro-cyclohexyl)-[3-(3-fluoro-oxetan-3-yl)-benzyl]-amide